(S)-2-cyclobutoxy-3-fluoro-4-(8-(3-(methoxymethyl)-4-methylpiperazin-1-yl)-7-methyl-5-oxo-1,3,4,5-tetrahydro-2H-chromeno[3,4-c]pyridine-3-carbonyl)-N-(pyrrolidin-1-ylsulfonyl)benzamide C1(CCC1)OC1=C(C(=O)NS(=O)(=O)N2CCCC2)C=CC(=C1F)C(=O)N1CC2=C(CC1)C=1C=CC(=C(C1OC2=O)C)N2C[C@H](N(CC2)C)COC